(1-((Dimethylamino)methyl)-2,2-difluorocyclopropyl)methanol CN(C)CC1(C(C1)(F)F)CO